tert-butyl 3-[(5-bromopyrazin-2-yl)oxy]pyrrolidine-1-carboxylate BrC=1N=CC(=NC1)OC1CN(CC1)C(=O)OC(C)(C)C